C1=NC=CC2=CC(=CC=C12)[C@@H]1N(C[C@H](CC1)C)C(C(=O)NC=1C=C(C(=NC1)OC)C(=O)N)=O 5-[[2-[(2R,5S)-2-(6-isoquinolyl)-5-methyl-1-piperidyl]-2-oxo-acetyl]amino]-2-methoxy-pyridine-3-carboxamide